C(C)(C)C1=C(C=CC=C1)NC1=C(C(=O)[O-])C=CC(=C1)C1=C2C=NN(C2=CC=C1C)C1OCCCC1 ((2-isopropylphenyl)amino)-4-(5-methyl-1-(tetrahydro-2H-pyran-2-yl)-1H-indazol-4-yl)benzoate